N-(2-chloroethyl)-diethanolamine ClCCN(CCO)CCO